azido-2'-deoxy-2'-fluorouridine N(=[N+]=[N-])[C@@]1([C@@H]([C@H](O)[C@@H](CO)O1)F)N1C(=O)NC(=O)C=C1